Cl.NC1CC2CCC(C1)N2C2=NC(=C(C=1N2C=CN1)C1=CC(=C(C=C1)F)O)C1=CC(=C(C#N)C=C1)F 4-(5-(3-amino-8-azabicyclo[3.2.1]octane-8-yl)-8-(4-fluoro-3-hydroxyphenyl)imidazolo[1,2-c]pyrimidin-7-yl)-2-fluorobenzonitrile hydrochloride